FC=1C(=NC=C(C1)F)CNC(=O)C1=CN=C(S1)N1CCC(CC1)N1CC(CCC1)COCCC(C)F N-[(3,5-difluoropyridin-2-yl)methyl]-2-[3-({[3-fluorobutyl]oxy}methyl)[1,4'-bipiperidin]-1'-yl]-1,3-thiazole-5-carboxamide